NC1=CN=CN(N1)C1=CC(=C(C(=C1)Cl)OC1=CN(C(C(=C1)F)=O)C(C)C)Cl 6-amino-2-(3,5-dichloro-4-((5-fluoro-1-isopropyl-6-oxo-1,6-dihydropyridin-3-yl)oxy)phenyl)-1,2,4-triazine